ClC=1C(=CC=C2N=CC(=NC12)C=1C=NN(C1)CC(=O)N1CC(C1)O)OC1=CC2=C(N=C(N2)C)C=C1 2-[4-[8-chloro-7-[(2-methyl-3H-benzimidazol-5-yl)oxy]quinoxalin-2-yl]pyrazol-1-yl]-1-(3-hydroxyazetidin-1-yl)ethanone